ClCC1=CC=C(C=C1)S(=O)(=O)N(C(C)C)C(C)C 4-(chloromethyl)-N,N-diisopropylbenzenesulfonamide